sulfaguanidine N=C(N)NS(=O)(=O)C1C=CC(N)=CC=1